[Si](C)(C)(C(C)(C)C)OCCCOC1=NN(C=C1[N+](=O)[O-])C1COCCC1 3-(3-((tert-butyldimethylsilyl)oxy)propoxy)-4-nitro-1-(tetrahydro-2H-pyran-3-yl)-1H-pyrazole